N6-[(2R)-2-amino-2-phenyl-ethyl]-N4-cyclopropyl-1-methyl-pyrazolo[3,4-d]pyrimidine-4,6-diamine N[C@@H](CNC1=NC(=C2C(=N1)N(N=C2)C)NC2CC2)C2=CC=CC=C2